C[Sn](C1=CC=C(O1)C=CC=C=CC=C(C#N)C#N)(C)C 2-[3-(5-trimethylstannyl-furan-2-yl)-allylidene(allyliden)]-malononitrile